N-2-furylglycine O1C(=CC=C1)NCC(=O)O